The molecule is an unsaturated fatty acyl-CoA that results from the formal condensation of the thiol group of coenzyme A with the carboxy group of (13Z,16Z,19Z,22Z,25Z)-octacosapentaenoic acid. It is an unsaturated fatty acyl-CoA and an ultra-long-chain fatty acyl-CoA. It derives from a (13Z,16Z,19Z,22Z,25Z)-octacosapentaenoic acid. It is a conjugate acid of a (13Z,16Z,19Z,22Z,25Z)-octacosapentaenoyl-CoA(4-). CC/C=C\\C/C=C\\C/C=C\\C/C=C\\C/C=C\\CCCCCCCCCCCC(=O)SCCNC(=O)CCNC(=O)[C@@H](C(C)(C)COP(=O)(O)OP(=O)(O)OC[C@@H]1[C@H]([C@H]([C@@H](O1)N2C=NC3=C(N=CN=C32)N)O)OP(=O)(O)O)O